COC(C1=CC(=CC=C1)CC(=O)NC1=NC(=CN=C1)N1CC(CCC1)OC1=C(C=CC=C1)OCC)=O 3-(2-((6-(3-(2-ethoxyphenoxy)piperidin-1-yl)pyrazin-2-yl)amino)-2-oxoethyl)benzoic acid methyl ester